1-Octanoyl-sn-glycero-3-phosphocholine C(CCCCCCC)(=O)OC[C@@H](O)COP(=O)([O-])OCC[N+](C)(C)C